C(C)(C)(C)OC(=O)N1[C@H]2[C@H]([C@H](C[C@@H]1CC2)N(C2=CN=C(N=N2)SC)C)F (1R,2S,3S,5S)-2-fluoro-3-(methyl-(3-(methylthio)-1,2,4-triazine-6-yl)amino)-8-azabicyclo[3.2.1]Octane-8-carboxylic acid tert-butyl ester